OC(CNC1=CC=C(C=C1)O)C 4-[(2-hydroxypropyl)amino]phenol